C(CCC)OC1=CC=2C3=C(C(=CC=C3C3=C(C=C(C=C3C2C=C1OCCCC)OCCCC)C1=CC2=CC=CC=C2C=C1)OCCCC)OCCCC 2,3,6,11,12-pentabutoxy-8-(naphthalen-2-yl)triphenylene